ClC1=NC(=CC(=C1)N1[C@H](COCC1)C)SC (3S)-4-[2-chloro-6-(methylsulfanyl)pyridin-4-yl]3-methylmorpholine